C(CCCCCCCCCCCC#N)#N tridecanedinitrile